CC=1N=C2N(N=C(C(=C2C)C)N2CC=3C=C(C=NC3CC2)N2CC(OCC2)C=2C=NC=CC2)C(C1)=O 2,8,9-trimethyl-7-(3-(2-(pyridin-3-yl)morpholino)-7,8-dihydro-1,6-naphthyridin-6(5H)-yl)-4H-pyrimido[1,2-b]pyridazin-4-one